4-(2-{[(4aS,7aR)-1-(2-methyloxetan-3-yl)-octahydro-1H-cyclopenta[b]pyridin-4a-yl]methoxy}-8-fluoro-4-(1,4-oxazepan-4-yl)pyrido[4,3-d]pyrimidin-7-yl)-5-ethynyl-6-fluoro-naphthalen CC1OCC1N1[C@H]2[C@@](CCC1)(CCC2)COC=2N=C(C1=C(N2)C(=C(N=C1)C1=CC=CC2=CC=C(C(=C12)C#C)F)F)N1CCOCCC1